Tert-butyl (R)-3-((S)-1-(tert-butoxy)-3-(1H-indol-6-yl)-1-oxopropan-2-yl)pyrrolidine-1-carboxylate C(C)(C)(C)OC([C@@H](CC1=CC=C2C=CNC2=C1)[C@@H]1CN(CC1)C(=O)OC(C)(C)C)=O